CC1CC=C(CC1)CCCC(C)C 1-methyl-4-(4-methyl-pentyl)-3-cyclohexene